phenethyl 3-(3,4-dihydroxyphenyl)propanoate OC=1C=C(C=CC1O)CCC(=O)OCCC1=CC=CC=C1